1-(3-(6-chloro-7-fluoro-5-methoxy-3-(1H-pyrazol-4-yl)-1H-indol-2-yl)-1H-1,2,4-triazol-5-yl)-N,N-dimethylethan-1-amine ClC1=C(C=C2C(=C(NC2=C1F)C1=NNC(=N1)C(C)N(C)C)C=1C=NNC1)OC